Nω-Nitroarginine [N+](=O)([O-])NC(NCCC[C@H](N)C(=O)O)=N